ClC=1SC(=CN1)CN1[C@@H](CCN2C1=NC(=CC2=O)N2[C@@H](COCC2)C)C(F)(F)F (S)-9-(2-Chloro-thiazol-5-ylmethyl)-2-((R)-3-methyl-morpholin-4-yl)-8-trifluoromethyl-6,7,8,9-tetrahydro-pyrimido[1,2-a]-pyrimidin-4-one